BrC1=C(C(=CC(=C1)C(C(F)(F)F)(C(F)(F)F)F)C(F)(F)F)NC(C1=CC=CC=C1)=O N-(2-bromo-6-trifluoromethyl-4-(heptafluoropropane-2-yl)phenyl)benzamide